2-methyl-1-(4-(4-methyl-6-(8-methyl-[1,2,4]triazolo[1,5-a]pyridin-6-yl)-1H-indazol-3-yl)piperidin-1-yl)propan-2-ol CC(CN1CCC(CC1)C1=NNC2=CC(=CC(=C12)C)C=1C=C(C=2N(C1)N=CN2)C)(C)O